C(C)(=O)C1=C(C=C(C=C1)C[C@@H]1N(CCC1)C(=O)OC(C)(C)C)OC tert-butyl (2R)-2-[(4-acetyl-3-methoxy-phenyl)methyl]pyrrolidine-1-carboxylate